NC1=NC(=CC(=N1)N1CCC2(C[C@H](NC2)C(=O)O)CC1)O[C@@H](C(F)(F)F)C1=CC=C(C=C1)C1=CC2=C(N=CS2)C=C1 (S)-8-(2-amino-6-((R)-1-(4-(benzo[d]thiazol-6-yl)phenyl)-2,2,2-trifluoroethoxy)pyrimidin-4-yl)-2,8-diazaspiro[4.5]decane-3-carboxylic acid